FC1=NC2=CC(=CC=C2C=N1)NN fluoro-7-hydrazineylquinazoline